[Hg]=[Te].[Cd].[Hg] mercury cadmium mercury telluride